(1R,2S,3R,5R)-3-amino-5-(hydroxymethyl)cyclopentane-1,2-diol N[C@H]1[C@@H]([C@@H]([C@H](C1)CO)O)O